ClC=1C(=CC=C2C=CC=C(C12)C1=NC=C2C(=C(C=NC2=C1F)C#N)N1CCNCC1)F 7-(8-chloro-7-fluoronaphthalen-1-yl)-8-fluoro-4-(piperazin-1-yl)-1,6-naphthyridine-3-carbonitrile